CC1(CC(CCC1)CC=O)C E-3,3-dimethylcyclohexyl-acetaldehyde